2,3-difluoro-L-phenylalanine FC1=C(C[C@H](N)C(=O)O)C=CC=C1F